O=C1NC(CCC1N1C(N(C2=C1C=CC(=C2)C2CCN(CC2)CC2(CCN(CC2)C(=O)OC(C)(C)C)C)C)=O)=O tert-butyl 4-((4-(1-(2,6-dioxopiperidin-3-yl)-3-methyl-2-oxo-2,3-dihydro-1H-benzo[d]imidazol-5-yl) piperidin-1-yl)methyl)-4-methylpiperidine-1-carboxylate